2-[2-(3,5-difluorophenyl)-1,3-thiazol-4-yl]ethanol FC=1C=C(C=C(C1)F)C=1SC=C(N1)CCO